C(C)(C)(C)[Si](C1=CC=CC=C1)(C1=CC=CC=C1)OC[C@H]1[C@@H](CC1)[C@H](C=C)OC tert-butyl-(((1r,2r)-2-((S)-1-methoxyallyl)cyclobutyl)methoxy)diphenylsilane